N-(6-fluoroquinolin-8-yl)-5-(8-methyl-3,8-diazabicyclo[3.2.1]octan-3-yl)pyrazine-2-carboxamide FC=1C=C2C=CC=NC2=C(C1)NC(=O)C1=NC=C(N=C1)N1CC2CCC(C1)N2C